CC(C#N)(C)C1=CC=C(C=C1)N1C(N(C=2C=NC=3C=CC(=CC3C21)C=2C=NC1=CC=CC=C1C2)C)=O 2-methyl-2-{4-[3-methyl-2-oxo-8-(quinolin-3-yl)-2,3-dihydro-1H-imidazo[4,5-c]quinolin-1-yl]phenyl}propanenitrile